(7aR)-4-bromo-5-chloro-1-methyl-13-oxo-1,7a,8,10,11,13-hexahydropyrazino[2',1':3,4][1,4]oxazepino[7,6-g]indazole-9(7H)-carboxylic acid tert-butyl ester C(C)(C)(C)OC(=O)N1C[C@@H]2COC3=C(C(=C4C=NN(C4=C3C(N2CC1)=O)C)Br)Cl